L-2-bromoethyl-trimethyl-ammonium bromide [Br-].BrCC[N+](C)(C)C